CC=1C(=NC=C(C#N)C1)N1CC2=C(CC1)N=C(S2)C2=CN=CS2 5-methyl-6-(2-(thiazol-5-yl)-6,7-dihydrothiazolo[5,4-c]pyridin-5(4H)-yl)nicotinonitrile